2,6,6-Trimethylbicyclo-[3.1.1]-heptane CC1C2C(C(CC1)C2)(C)C